3-[(S)-[(2S)-4-(5-aminopyridine-3-carbonyl)-2-(methylsulfonylmethyl)piperazin-1-yl]-phenyl-methyl]benzonitrile NC=1C=C(C=NC1)C(=O)N1C[C@H](N(CC1)[C@H](C=1C=C(C#N)C=CC1)C1=CC=CC=C1)CS(=O)(=O)C